4-[[4-[3-(hydroxymethyl)-4-methyl-6-(trifluoromethyl)-2-pyridinyl]phenyl]methyl]morpholin-3-one OCC=1C(=NC(=CC1C)C(F)(F)F)C1=CC=C(C=C1)CN1C(COCC1)=O